C(C)(=O)C(C(=O)O)(CCC(CC)=O)CCC(CC)=O 2-acetyl-5-oxo-2-(3-oxo-amyl)heptanoic acid